N-((1s,3s)-3-Methoxycyclobutyl)-5-methyl-2-(1-methyl-1H-imidazol-2-yl)-6-(1-methyl-1H-pyrazol-3-yl)pyrrolo[2,1-f][1,2,4]triazin-4-amine COC1CC(C1)NC1=NC(=NN2C1=C(C(=C2)C2=NN(C=C2)C)C)C=2N(C=CN2)C